C(C1=CC=CC=C1)NC(=O)N1[C@@H]2N(C(C[C@H]1CO)=O)[C@H](C(N(C2)CC2=CC=CC1=CC=CC=C21)=O)CC2=CC=C(C=C2)O (2S,6S,9aS)-N-benzyl-6-(4-hydroxybenzyl)-2-(hydroxymethyl)-8-(naphthalen-1-ylmethyl)-4,7-dioxooctahydro-1H-pyrazino[1,2-a]pyrimidine-1-carboxamide